C[NH+]1C=CCC1 N-methylpyrrolin-ium